5-[2-[[4-[5-(Difluoromethyl)-1,3,4-oxadiazol-2-yl]-2,3-difluorophenyl]methyl]tetrazol-5-yl]-1-methylbenzimidazol-2-amine FC(C1=NN=C(O1)C1=C(C(=C(C=C1)CN1N=C(N=N1)C1=CC2=C(N(C(=N2)N)C)C=C1)F)F)F